ClC1=NC=C(C(=C1)NCCCO)C1=NN(C=C1)CC(F)(F)F 3-((2-Chloro-5-(1-(2,2,2-trifluoroethyl)-1H-pyrazol-3-yl)pyridin-4-yl)amino)propan-1-ol